N1C(N=CC2=C3C(C=4C(=C12)C=CN4)=CC=N3)=O di-pyrroloquinazolin-one